calcium magnesium boron water O.[B].[Mg].[Ca]